[Li+].P([S-])([O-])([O-])=S.[Li+].[Li+] dithiophosphoric acid lithium salt